Dimethyl-cobalt C[Co]C